C[C@@H](C(=O)N1[C@H]2CCC[C@H]2C[C@H]1C(=O)O)N[C@@H](CCC3=CC=CC=C3)C(=O)O The molecule is a dipeptide that is the active metabolite of ramipril. An angiotensin-converting enzyme (ACE) inhibitor, used to treat high blood pressure and congestive heart failure. It has a role as an EC 3.4.15.1 (peptidyl-dipeptidase A) inhibitor, a drug metabolite, a cardioprotective agent, a matrix metalloproteinase inhibitor and a bradykinin receptor B2 agonist. It is a cyclopentapyrrole, an azabicycloalkane, a dipeptide and a dicarboxylic acid.